ClC=1C=C(C=CC1Cl)C(C=1OC(=NN1)C1CN(CC12CN(C2)C2=NC=CC=N2)C=2C1=C(N=CN2)N=CS1)(F)F 2-((3,4-dichlorophenyl)difluoromethyl)-5-(2-(pyrimidin-2-yl)-6-(thiazolo[4,5-d]pyrimidin-7-yl)-2,6-diazaspiro[3.4]octan-8-yl)-1,3,4-oxadiazole